C1(=CC=CC=C1)C(=O)C=1C=CC=C2C=CC=NC12 phenyl-(quinolin-8-yl)methanone